C(C=C)(=O)OCCC(C)O[Si](OCC)(C)OC acryloyloxyethylmethoxy-methyldiethoxysilane